C(C)(C)C1=C(C=CC(=C1)C)NC(=S)NC(=O)NCCCCC1=CC(=CC=C1)C1=NN(C=N1)C1=CC=C(C=C1)OC(F)(F)F 1-[(2-isopropyl-4-methyl-phenyl)carbamothioyl]-3-[4-[3-[1-[4-(trifluoromethoxy)phenyl]-1H-1,2,4-triazol-3-yl]phenyl]butyl]urea